Methyl 5-nitro-2-{1-[(3S)-tetrahydrofuran-3-yl]-1H-pyrazol-4-yl}benzoate [N+](=O)([O-])C=1C=CC(=C(C(=O)OC)C1)C=1C=NN(C1)[C@@H]1COCC1